4-(3-chloro-4-fluorophenyl)thiazole-5-carboxylate ClC=1C=C(C=CC1F)C=1N=CSC1C(=O)[O-]